N(=[N+]=[N-])C[C@H]1CN(C(O1)=O)C1=CC(=C(C=C1)N1CCSCCC1)F (R)-5-(azidomethyl)-3-(3-fluoro-4-(1,4-thiazepan-4-yl)phenyl)oxazolidin-2-one